N-((1r,4r)-4-(3-chloro-4-cyanophenoxy)cyclohexyl)-6-(3-((2-(2,6-dioxopiperidin-3-yl)-4-fluoro-1-oxoisoindolin-5-yl)methyl)-3,6-diazabicyclo[3.1.1]heptan-6-yl)pyridazine-3-carboxamide ClC=1C=C(OC2CCC(CC2)NC(=O)C=2N=NC(=CC2)N2C3CN(CC2C3)CC=3C(=C2CN(C(C2=CC3)=O)C3C(NC(CC3)=O)=O)F)C=CC1C#N